[Si](C)(C)(C(C)(C)C)OCC1C(N(CCC1)C=1N=NC(=CC1)C1=C(C=C(C=C1C)C(F)(F)F)O)=O 3-[[tert-butyl(dimethyl)silyl]oxymethyl]-1-[6-[2-hydroxy-6-methyl-4-(trifluoromethyl)phenyl]pyridazin-3-yl]piperidin-2-one